BrC1=CC=C(C=C1)N1C2CC2CC1=O 2-(4-bromophenyl)-2-azabicyclo[3.1.0]hexan-3-one